COC1=CC=C(C=C1)C1=CN=C2N1C=CN=C2NC2=CC(=C(C(=O)N1CCC(CC1)CNC(C)=O)C=C2)C N-((1-(4-((3-(4-methoxyphenyl)imidazo[1,2-a]pyrazin-8-yl)amino)-2-methylbenzoyl)piperidin-4-yl)methyl)acetamide